tert-butyl N-(2-{[2-(ethylamino)-3,4-dioxocyclobut-1-en-1-yl]amino}ethyl)carbamate C(C)NC1=C(C(C1=O)=O)NCCNC(OC(C)(C)C)=O